1-[2-[5-Bromo-2-(8-chloro-4-oxochromen-2-yl)phenoxy]ethyl]azetidin BrC=1C=CC(=C(OCCN2CCC2)C1)C=1OC2=C(C=CC=C2C(C1)=O)Cl